N-[2-(2,6-dioxo-3-piperidyl)-1,3-dioxo-isoindolin-5-yl]-4-fluoro-3-methyl-2-(trifluoromethoxy)benzenesulfonamide O=C1NC(CCC1N1C(C2=CC=C(C=C2C1=O)NS(=O)(=O)C1=C(C(=C(C=C1)F)C)OC(F)(F)F)=O)=O